1,2,4-triazine-5-one N=1N=CNC(C1)=O